diethylsilyl-bis(tetramethylcyclopentadienyl)zirconium dibromide [Br-].[Br-].C(C)[SiH](CC)[Zr+2](C1(C(=C(C(=C1)C)C)C)C)C1(C(=C(C(=C1)C)C)C)C